F[C@@H]1C[C@@]2(CCCN2C1)COC=1N=CC2=C(N1)C=C(N=C2N2CCC2)C=2C=C(C=C1C=CC(=C(C21)C#N)F)OCOC 8-(2-{[(2R,7aS)-2-fluoro-hexahydropyrrolizin-7a-yl]methoxy}-5-(azetidin-1-yl)pyrido[4,3-d]pyrimidin-7-yl)-2-fluoro-6-(methoxymethoxy)naphthalene-1-carbonitrile